C(C)OC(=O)C1=C(N=C(S1)NC1=NC(=CC(=N1)N1CCN(CC1)C)NCC1=CC(=C(C=C1)OC)OC)C 2-[[4-[4-methylpiperazin-1-yl]-6-[[(3,4-dimethoxyphenyl)methyl]amino]-2-pyrimidinyl]amino]-4-methyl-5-thiazolecarboxylic acid ethyl ester